[Si](C)(C)(C(C)(C)C)OCC1CN(C1)C1=CC2=C(N(C(N2C)=O)C2C(NC(CC2)=O)=O)C=C1 3-(5-(3-(((Tert-butyldimethylsilyl)oxy)methyl)azetidin-1-yl)-3-methyl-2-oxo-2,3-dihydro-1H-benzo[d]imidazol-1-yl)piperidine-2,6-dione